3-Amino-1-(7,8-dichloro-4-(1H-imidazol-1-yl)quinolin-2-yl)piperidine-3-carboxylic acid NC1(CN(CCC1)C1=NC2=C(C(=CC=C2C(=C1)N1C=NC=C1)Cl)Cl)C(=O)O